N1CCC2CN(CCC21)C(=O)OC(C)(C)C tert-butyl octahydropyrrolo[3,2-c]pyridine-5-carboxylate